tert-butyl (3S)-3-((6-(4-hydroxyphenyl)-1-(tetrahydro-2H-pyran-2-yl)-1H-indazol-4-yl)thio)pyrrolidine-1-carboxylate OC1=CC=C(C=C1)C1=CC(=C2C=NN(C2=C1)C1OCCCC1)S[C@@H]1CN(CC1)C(=O)OC(C)(C)C